4-(2,7-dichloro-8-fluoropyrido[4,3-d]pyrimidin-4-yl)-1,4-oxazepan ClC=1N=C(C2=C(N1)C(=C(N=C2)Cl)F)N2CCOCCC2